IC1=CC2=C(NC3=CC=C(C=C23)N(C2=CC=CC=C2)C2=CC=CC=C2)C(=N1)C 3-iodo-1-methyl-N,N-diphenyl-9H-pyrido[3,4-b]indol-6-amine